4-(8-(5-cyclopropyl-4-(3,5-difluoropyridin-2-yl)-2-ethoxybenzyl)-2-oxo-1-oxa-3,8-diazaspiro[4.5]decan-3-yl)benzenesulfonic acid C1(CC1)C=1C(=CC(=C(CN2CCC3(CN(C(O3)=O)C3=CC=C(C=C3)S(=O)(=O)O)CC2)C1)OCC)C1=NC=C(C=C1F)F